4-[3-[2,6-Dichloro-4-[(2R)-2,4-dimethylpiperazin-1-yl]benzoyl]-2,4-dihydro-1,3-benzoxazin-8-yl]-5-fluoro-2-(3-oxa-8-azabicyclo[3.2.1]oct-8-yl)benzoyl-hydrazine ClC1=C(C(=O)N2COC3=C(C2)C=CC=C3C3=CC(=C(C(=O)NN)C=C3F)N3C2COCC3CC2)C(=CC(=C1)N1[C@@H](CN(CC1)C)C)Cl